CN1N=CC=C1C1=NN=C(O1)C(=O)N1[C@H](C2=C(CC1)NC=N2)C2=NN1C(C=CC=C1)=C2 (R)-(5-(1-methyl-1H-pyrazol-5-yl)-1,3,4-oxadiazol-2-yl)(4-(pyrazolo[1,5-a]pyridin-2-yl)-1,4,6,7-tetrahydro-5H-imidazo[4,5-c]pyridin-5-yl)methanone